2,5-Dioxopyrrolidin-1-yl 2-acetamidobenzoate C(C)(=O)NC1=C(C(=O)ON2C(CCC2=O)=O)C=CC=C1